O=C1NOC=CC=C1 oxo-oxa-azepine